5-oxo-6,7,8,9-tetrahydrobenzo[7]annulene O=C1CCCCC2=C1C=CC=C2